5-fluoro-4-methoxy-1-((2-(trimethylsilyl)ethoxy)methyl)-3-vinyl-1H-indazole FC=1C(=C2C(=NN(C2=CC1)COCC[Si](C)(C)C)C=C)OC